FC1=CC=C(C=C1)C=1N=COC1C=1C=CC=2N(C1)C(=CN2)C=2C=CC(=NC2)NC(OC)=O methyl N-[5-[6-[4-(4-fluorophenyl)oxazol-5-yl]imidazo[1,2-a]pyridin-3-yl]-2-pyridyl]carbamate